1-(2-hydroxyethyl)-[4,4'-bipyridin]-1-ium chloride salt [Cl-].OCC[N+]1=CC=C(C=C1)C1=CC=NC=C1